C(#C)C1=C(C2=C(N=C(N=C2)N[C@H]2[C@@H](CN(CC2)S(=O)(=O)C)F)N(C1=O)[C@H]1[C@](CCC1)(C)O)C 6-ethynyl-2-(((3R,4R)-3-fluoro-1-(methylsulfonyl)piperidin-4-yl)amino)-8-((1R,2R)-2-hydroxy-2-methylcyclopentyl)-5-methylpyrido[2,3-d]pyrimidin-7(8H)-one